N,N-dimethyl-trifluoromethanesulfonamide methyl-(2R,3S,4R)-2-((S)-((S)-cyclohex-2-en-1-yl)(hydroxy)methyl)-3-hydroxy-4-(2-hydroxyethyl)-3-methyl-5-oxopyrrolidine-2-carboxylate COC(=O)[C@@]1(NC([C@@H]([C@]1(C)O)CCO)=O)[C@@H](O)[C@@H]1C=CCCC1.CN(S(=O)(=O)C(F)(F)F)C